(1-isopropyl-3-(6-(4-isopropyl-4H-1,2,4-triazol-3-yl)pyridin-2-yl)-4-oxo-1,4-dihydro-quinolin-6-yl)ethanesulfonamide C(C)(C)N1C=C(C(C2=CC(=CC=C12)C(C)S(=O)(=O)N)=O)C1=NC(=CC=C1)C1=NN=CN1C(C)C